5-(3-carboxy-2,5-dihydroxybenzamido)-2-fluoroisonicotinic acid C(=O)(O)C=1C(=C(C(=O)NC2=CN=C(C=C2C(=O)O)F)C=C(C1)O)O